C(#N)C1=C(N=C(S1)N(C1=C(N=C2N1C=C(C=C2)C=2C=NC(=NC2)N2CCC(CC2)NC(=O)[C@H]2NC[C@H](C2)O)CC)C)C2=CC=C(C=C2)F (2S,4S)-N-(1-(5-(3-((5-cyano-4-(4-fluorophenyl)thiazol-2-yl)(methyl)amino)-2-ethylimidazo[1,2-a]pyridin-6-yl)pyrimidin-2-yl)piperidin-4-yl)-4-hydroxypyrrolidine-2-carboxamide